OC=1N=CC=2C(CCCC2C1)=O 3-hydroxy-6,7-diHydroisoquinolin-8(5H)-one